C(C)OC(=O)C1CNCC1C Ethyl-4-methylpyrrolidine-3-carboxylate